O=C1NC(CCC1N1C(C2=CC=C(C=C2C1)NC(=O)C1=NC=C2C(=N1)N(N=C2)C)=O)=O N-(2-(2,6-dioxopiperidin-3-yl)-1-oxoisoindolin-5-yl)-1-methyl-1H-pyrazolo[3,4-d]pyrimidine-6-carboxamide